Methyl 5-chloro-8-fluoro-1,2,3,4-tetrahydronaphthalene-1-carboxylate ClC1=C2CCCC(C2=C(C=C1)F)C(=O)OC